2-((1s,2s)-1-(2-cyanophenyl)-1-(1-(2-hydroxy-2-methylpropyl)-1H-pyrazol-4-yl)propan-2-yl)-5-hydroxy-N-(isoxazol-4-yl)-1-methyl-6-oxo-1,6-dihydropyrimidine-4-carboxamide C(#N)C1=C(C=CC=C1)[C@H]([C@H](C)C=1N(C(C(=C(N1)C(=O)NC=1C=NOC1)O)=O)C)C=1C=NN(C1)CC(C)(C)O